C(OC(C)CCOC(C=C)=O)([O-])=O 2-acryloyloxyethylethyl carbonate